C1(=CC=CC=C1)C1=NN=C(N1)SCCOC1=CC=C(C=C1)C 3-phenyl-5-((2-(p-tolyloxy)ethyl)thio)-4H-1,2,4-triazole